OCC1=CC(=NC=C1)N(C1=CC2=C(C=N1)N=C(N2)C2=CC(=CN2)C(=O)C2=C(C=CC=C2)C(F)(F)F)C (5-(6-((4-(hydroxymethyl)pyridin-2-yl)(methyl)amino)-1H-imidazo[4,5-c]pyridin-2-yl)-1H-pyrrol-3-yl)(2-(trifluoromethyl)phenyl)methanone